ClC=1SC(=C(N1)C(F)(F)F)C(=O)Cl 2-chloro-4-(trifluoromethyl)thiazole-5-carbonyl chloride